FC1=C(C(=C(C(=C1[B-](C1=C(C(=C(C(=C1F)F)F)F)F)(C1=C(C(=C(C(=C1F)F)F)F)F)C1=C(C(=C(C(=C1F)F)F)F)F)F)F)F)F.C(C)(=O)OC1=CC=C(C=C1)[S+](C)C 4-acetoxyphenyldimethylsulfonium tetrakis(pentafluorophenyl)borate